N-(3-iodo-4-methoxyphenyl)-4-((3-methylthiomorpholino)sulfonyl)benzamide IC=1C=C(C=CC1OC)NC(C1=CC=C(C=C1)S(=O)(=O)N1C(CSCC1)C)=O